NCC#CC1=C(C=C(C=C1)NC(CCCCNC(C[C@H]1C=2N(C3=C(C(=N1)C1=CC=C(C=C1)Cl)C(=C(S3)C)C)C(=NN2)C)=O)=O)OC (S)-N-(4-(3-aminoprop-1-yn-1-yl)-3-methoxyphenyl)-5-(2-(4-(4-chlorophenyl)-2,3,9-trimethyl-6H-thieno[3,2-f][1,2,4]triazolo[4,3-a][1,4]diazepin-6-yl)acetamido)pentanamide